CC1=C(C(=CC(=C1)C)C)C1=C(C(=CC=C1)C1=C(C=C(C=C1C)C)C)P 2,6-bis(2,4,6-trimethylphenyl)phenylphosphine